COCC1=CC(=NC2=CC=CC=C12)C(=O)O 4-(methoxymethyl)quinoline-2-carboxylic acid